CN(CCN(CCO)C)C N-[2-(dimethylamino)ethyl]-N-methylethanolamine